CN1C[C@H](CC1)C(=O)NCC1=CC=C(C=C1)OCC1=CC=C(C=C1)C(F)(F)F (S)-1-methyl-N-(4-((4-(trifluoromethyl)benzyl)oxy)benzyl)pyrrolidine-3-carboxamide